[7-methoxy-1-methyl-2-(8-oxa-6,16,22-triazatetracyclo[14.5.2.0^{2,7}.0^{19,23}]tricosa-1(22),2,4,6,17,19(23),20-heptaen-17-yl)benzimidazol-5-yl]methanone COC1=CC(=CC2=C1N(C(=N2)C=2N1CCCCCCCOC3=NC=CC=C3C=3C=CC(C2)=C1N3)C)C=O